C(C)OC(CCC(CCSSSSCCC(CCC(OCC)OCC)C(N(C)C)=S)C(N(C)C)=S)OCC 3-diethoxypropyl-N,N-dimethylthiocarbamoylpropyltetrasulfide